(2-(5-methoxy-1H-indol-3-yl)-2-oxoethyl)-2-oxopyrrolidine COC=1C=C2C(=CNC2=CC1)C(CN1C(CCC1)=O)=O